4-(5-((1-(2-((6-bromopyridin-2-yl)oxy)ethoxy)propan-2-yl)oxy)benzo[d]oxazol-2-yl)-N1-methyl-2,7-naphthyridine-1,6-diamine BrC1=CC=CC(=N1)OCCOCC(C)OC=1C=CC2=C(N=C(O2)C2=CN=C(C3=CN=C(C=C23)N)NC)C1